BrC1=C2C=C(N(C2=C(C=C1C(F)(F)F)F)COCC[Si](C)(C)C)S(=O)(=O)C1(CCC1)C 4-bromo-7-fluoro-2-((1-methylcyclobutyl)sulfonyl)-5-(trifluoromethyl)-1-((2-(trimethylsilyl)ethoxy)methyl)-1H-indole